ClC=1C(=NC=CC1N1C=NC(=C1)C1=NC(=NC=C1C(F)(F)F)N[C@@H]1[C@@H](CN(CC1)S(=O)(=O)C)F)OC 4-(1-(3-chloro-2-methoxypyridin-4-yl)-1H-imidazol-4-yl)-N-((3R,4S)-3-fluoro-1-(methylsulfonyl)piperidin-4-yl)-5-(trifluoromethyl)pyrimidin-2-amine